CC=1N=C2C(=NC(=NC2=NC1C)C1C[C@@H](O[C@@H](C1)C)C=1C=CC(N(C1)C)=O)C12CC(C1)(C2)C(F)(F)F 5-[(2R,6R)-4-[6,7-dimethyl-4-[3-(trifluoromethyl)-1-bicyclo[1.1.1]pentanyl]pteridin-2-yl]-6-methyl-tetrahydropyran-2-yl]-1-methyl-pyridin-2-one